trans-2-penten-1,5-diol C(\C=C\CCO)O